NC1(CCCCC1)C1=CC=CC=C1 aminophenylcyclohexane